C(C1=CC=CC=C1)OC1=C(N(C(=CC1=O)C)CCCCC)CO 3-(benzyloxy)-2-(hydroxymethyl)-6-methyl-1-pentylpyridin-4(1H)-one